tert-butyl 2-(4-cyanophenyl)-3-methyl-4H,6H,7H-pyrazolo[4,3-c]pyridine-5-carboxylate C(#N)C1=CC=C(C=C1)N1N=C2C(CN(CC2)C(=O)OC(C)(C)C)=C1C